CCCCCCCCCCCCCCCCCC(=O)O[C@H](COC(=O)CCCCCCC/C=C\C/C=C\C/C=C\CC)COP(=O)(O)OC[C@H](CO)O 1-(9Z,12Z,15Z-octadecatrienoyl)-2-octadecanoyl-glycero-3-phospho-(1'-sn-glycerol)